(trifluoromethyl)thiazole FC(F)(F)C=1SC=CN1